C(C)N(CC)C1=CC(=NN=N1)N(CC)CC bisdiethylaminotriazine